1-bromo-2,3-dichloro-5-t-butylbenzene BrC1=C(C(=CC(=C1)C(C)(C)C)Cl)Cl